C(C1=CC=CC=C1)OC1=C2C(=CNC2=CC=C1)C(C(=O)OC)=O methyl 2-(4-(benzyloxy)-1H-indol-3-yl)-2-oxoacetate